SCCC=1C=NC=CC1 3-(2-mercaptoethyl)pyridine